N-((6-cyclopropyl-1-(4-(trifluoromethyl)phenyl)-2,3-dihydro-1H-pyrido[2,3-b][1,4]oxazin-3-yl)methyl)acetamide C1(CC1)C=1C=CC2=C(OC(CN2C2=CC=C(C=C2)C(F)(F)F)CNC(C)=O)N1